5-Methoxy-2-phenoxyaniline COC=1C=CC(=C(N)C1)OC1=CC=CC=C1